4-chloro-5-(2,2,2-trifluoroethyl)-5H-pyrido[4',3':4,5]pyrrolo[3,2-d]pyrimidine-8-carbaldehyde ClC=1C2=C(N=CN1)C1=C(N2CC(F)(F)F)C=NC(=C1)C=O